COC(C(=O)NC1=NC=C(C=C1)Cl)=O 2-((5-chloropyridin-2-yl)amino)-2-oxoacetic acid methyl ester